ONC(C(C(=O)NC1=CC=C(C=C1)C)CC(C)C)=O N1-hydroxy-2-isobutyl-N3-(p-tolyl)malonamide